S1C(=NC=C1)C1=CC=C(C=2N=C(OC21)N2CC1CCC(C2)N1C(=O)OC(C)(C)C)C(C(F)(F)F)(C)O tert-Butyl 3-(7-(thiazol-2-yl)-4-(1,1,1-trifluoro-2-hydroxypropan-2-yl)benzo[d]oxazol-2-yl)-3,8-diazabicyclo[3.2.1]octane-8-carboxylate